F[C@]1(CN(CC[C@H]1O)C=1N=NC=C(N1)NC=1N=CC2=C(C=CC(=C2C1)C(C)C)N1[C@@H]([C@H](C1)CS(=O)(=O)C)C)C (3S,4R)-3-fluoro-1-[5-({8-[(2R,3S)-3-(methanesulfonylmeth-yl)-2-methylazetidin-1-yl]-5-(propan-2-yl)isoquinolin-3-yl}amino)-1,2,4-triazin-3-yl]-3-methylpiperidin-4-ol